5-(difluoromethoxy)-N-[(1S)-3-(methylamino)-1-[[(3S,5R)-5-methyl-2-oxo-pyrrolidin-3-yl]methyl]-2,3-dioxo-propyl]-2-[[3-(trifluoromethyl)benzoyl]amino]pyridine-3-carboxamide FC(OC=1C=C(C(=NC1)NC(C1=CC(=CC=C1)C(F)(F)F)=O)C(=O)N[C@H](C(C(=O)NC)=O)C[C@H]1C(N[C@@H](C1)C)=O)F